COC=1C(=CC=2N(C1)C=NC2)C2=CC(=NC=C2C(=O)NC=2SC1=C(N2)CN(C1)C(=O)C1CC(C1)OC(F)(F)F)C 4-(6-Methoxyimidazo[1,5-a]pyridin-7-yl)-6-methyl-N-(5-((1s,3s)-3-(trifluoro-methoxy)cyclobutane-1-carbonyl)-5,6-dihydro-4H-pyrrolo[3,4-d]thiazol-2-yl)nicotinamide